NC1=NC=CC=C1C1=NC=2C(=NC(=CC2)N2N=CC=C2)N1C=1C=C2CC[C@@H](C2=CC1)NC(C1=CC(=C(C(=C1)C=O)O)F)=O N-[(1S)-5-[2-(2-aminopyridin-3-yl)-5-(pyrazol-1-yl)imidazo[4,5-b]pyridin-3-yl]-2,3-dihydro-1H-inden-1-yl]-3-fluoro-5-formyl-4-hydroxybenzamide